C(#N)C1=CC(=C(C(=O)NC=2C=C3C(=NNC3=CC2)C=2C=NN(C2)C(F)F)C=C1)OC 4-Cyano-N-(3-(1-(difluoromethyl)-1H-pyrazol-4-yl)-1H-indazol-5-yl)-2-methoxybenzamide